(±)-hexenoyl chloride C(C=CCCC)(=O)Cl